O1C=C(C2=C1C=CC=C2)B(O)O benzofuran-3-ylboronic acid